BrC1=C(C=C(C(=O)NC2=CC(=C(C(=C2)C)Br)F)C=C1)F 4-bromo-N-(4-bromo-3-fluoro-5-methyl-phenyl)-3-fluoro-benzamide